O=C(C(=O)OCC)C1=CC=CC=C1 ethyl oxo-phenylacetate